hexanoic acid (ethyl hexanoate) C(C)C(C(=O)O)CCCC.C(CCCCC)(=O)O